C(#N)CC1(CN(C1)C(=O)OC(C)(C)C)NN tert-Butyl 3-(cyanomethyl)-3-hydrazineylazetidine-1-carboxylate